2-[4-[5-(tert-Butoxycarbonylamino)-4-cyano-1-isopropyl-pyrazol-3-yl]-2,3-difluoro-phenyl]acetic acid C(C)(C)(C)OC(=O)NC1=C(C(=NN1C(C)C)C1=C(C(=C(C=C1)CC(=O)O)F)F)C#N